6-isopropyl-5-(8-methoxy-7-methyl-[1,2,4]triazolo[1,5-a]pyridin-6-yl)-1-(1,4-dioxaspiro[4.5]decan-8-yl)-1,3-dihydro-2H-benzo[d]imidazol-2-one C(C)(C)C=1C(=CC2=C(N(C(N2)=O)C2CCC3(OCCO3)CC2)C1)C=1C(=C(C=2N(C1)N=CN2)OC)C